Cetylstearyl ALCOHOL C(CCCCCCCCCCCCCCC)CCCCCCCCCCCCCCCCCCO